4-(4-(2-((tert-butyldimethylsilyl)oxy)-1-(4-(methylsulfonyl)phenyl)ethoxy)phenyl)-1H-imidazole [Si](C)(C)(C(C)(C)C)OCC(OC1=CC=C(C=C1)C=1N=CNC1)C1=CC=C(C=C1)S(=O)(=O)C